(S)-(4-(4-methylpyrazolo[1,5-a]pyridin-2-yl)-1,4,6,7-tetrahydro-5H-imidazo[4,5-c]pyridin-5-yl)(oxazol-2-yl)methanone CC=1C=2N(C=CC1)N=C(C2)[C@H]2N(CCC1=C2N=CN1)C(=O)C=1OC=CN1